1-(R)-phenylethylamine C1(=CC=CC=C1)[C@@H](C)N